C1(=CCCC1)C=1SC(=CN1)C(=O)OCC ethyl 2-(cyclopenten-1-yl)thiazole-5-carboxylate